(11Z,13Z)-hexadecadien-1-yl acetate C(C)(=O)OC=CC=CCCCCCCCCCCCC